3-chloro-6-[6-(dimethylphosphoryl)pyridin-3-yl]-7-fluoro-2-methyl-N-[(1R)-1-(2,3,6-trifluorophenyl)ethyl]-1,5-naphthyridin-4-amine ClC=1C(=NC2=CC(=C(N=C2C1N[C@H](C)C1=C(C(=CC=C1F)F)F)C=1C=NC(=CC1)P(=O)(C)C)F)C